C(C=C)(=O)NC=1C=C(C=CC1)N1N=C(C(=C1)C1=CC(=C(C(=O)NC)C=C1)F)N 4-(1-(3-acrylamidophenyl)-3-amino-1H-pyrazol-4-yl)-2-fluoro-N-methylbenzamide